(S)-6-((1-methylpiperidin-4-yl)oxy)-N-(5-(1,1,1-trifluoropropan-2-yl)-1H-pyrazol-3-yl)pyrazin-2-amine CN1CCC(CC1)OC1=CN=CC(=N1)NC1=NNC(=C1)[C@@H](C(F)(F)F)C